3-bromo-5-(2-fluoro-4-methyl-phenoxy)-4-methyl-pyridine BrC=1C=NC=C(C1C)OC1=C(C=C(C=C1)C)F